ClC1=CC=C(C(=N1)CC(=S)[O-])C=O (6-chloro-3-formylpyridin-2-yl)thioacetate